CC1=NC(=CC(=N1)OC1=CC=C(C(=O)O)C=C1)C(F)(F)F 4-((2-methyl-6-(trifluoromethyl)pyrimidin-4-yl)oxy)benzoic acid